(4aR,8aS)-6-tert-butyl 4a-methyl 1-(4-fluorophenyl)-4a,5,7,8,8a,9-hexahydro-1H-pyrazolo[3,4-g]isoquinoline-4a,6(4H)-dicarboxylate FC1=CC=C(C=C1)N1N=CC2=C1C[C@@H]1CCN(C[C@]1(C2)C(=O)OC)C(=O)OC(C)(C)C